N1(CCCCCC1)C=1N=NC(=CC1C(=O)NC1=CC(=NC=C1)SC)C(F)(F)F 3-(azepan-1-yl)-N-[2-(methylsulfanyl)pyridin-4-yl]-6-(trifluoromethyl)pyridazine-4-carboxamide